CC1=CC2=CC(=CC=C2C=C1)C 2,7-Dimethylnaphthalene